4,5,6-trichloro-2-((2,2-dimethyl-2,3-dihydrobenzofuran-7-yl)oxy)nicotinic acid ClC1=C(C(=NC(=C1C(=O)O)OC1=CC=CC=2CC(OC21)(C)C)Cl)Cl